C/C(/C(=O)OCC)=C\B1OC(C(O1)(C)C)(C)C ethyl (E)-2-methyl-3-(4,4,5,5-tetramethyl-1,3,2-dioxaborolan-2-yl)acrylate